S1C(=NC2=C1C=CC=C2)COC=2C=C1C(=CC(=NC1=CC2)C(=O)N2CCC(CC2)(C#N)N2N=CC=C2)C(=O)N2CCCCC2 1-(6-(benzo[d]thiazol-2-ylmethoxy)-4-(piperidine-1-carbonyl)quinoline-2-carbonyl)-4-(1H-pyrazol-1-yl)piperidine-4-carbonitrile